p-vanillic acid COC1=C(C=CC(=C1)C(=O)O)O